N1N=CC(=C1)CNC1CCC(CC1)NC1=NC=C(C(=N1)C=1C=NN(C1CC1CC1)C)Cl (1R,4R)-N1-((1H-pyrazol-4-yl)methyl)-N4-(5-chloro-4-(5-(cyclopropyl-methyl)-1-methyl-1H-pyrazol-4-yl)pyrimidin-2-yl)cyclohexane-1,4-diamine